vinyl n-butyl bis(methyl acetate) CCC(=O)OC=C.CCC(=O)OCCCC